(methoxy)iridium (I) CO[Ir]